(1,4-dimethyl-6-oxo-1,6-dihydropyridin-3-yl)boronic acid CN1C=C(C(=CC1=O)C)B(O)O